4-chloro-7,7-diethyl-10-(piperidin-4-yl)indolo[1,2-a]quinazolin-5(7H)-one ClC=1C=2C(N=C3N(C2C=CC1)C1=CC(=CC=C1C3(CC)CC)C3CCNCC3)=O